ClC=1C(=NC=CC1C1=C2CC[C@@H](C2=CC=C1)OC1=NC(=C(C=O)C=C1C(F)(F)F)OC)C1=CC(=C(C(=C1)OC)C=O)F (S)-6-((4-(3-chloro-2-(3-fluoro-4-formyl-5-methoxyphenyl)pyridin-4-yl)-2,3-dihydro-1H-inden-1-yl)oxy)-2-methoxy-5-(trifluoromethyl)nicotinaldehyde